3-((4-([1,1'-biphenyl]-3-yl)-5-chloropyrimidin-2-yl)amino)cyclohexane-1-carboxamide C1(=CC(=CC=C1)C1=NC(=NC=C1Cl)NC1CC(CCC1)C(=O)N)C1=CC=CC=C1